tert-butyl N-[(3R)-1-(5-amino-2-methyl-indazol-4-yl)pyrrolidin-3-yl]carbamate NC1=C(C2=CN(N=C2C=C1)C)N1C[C@@H](CC1)NC(OC(C)(C)C)=O